N1(CCNCC1)C1=CC=C2C[C@H](COC2=C1)NC(C1=CN=C(C=C1)NCC=1C=NC=CC1)=O (R)-N-(7-(piperazin-1-yl)chroman-3-yl)-6-((pyridin-3-ylmethyl)amino)nicotinamide